FC1=C(CSC2CN(C2)C(=O)OC(C)(C)C)C(=CC=C1)C(F)(F)F tert-Butyl 3-((2-fluoro-6-(trifluoromethyl)benzyl)thio)azetidine-1-carboxylate